3,5-diacetyloxybenzyl alcohol C(C)(=O)OC=1C=C(CO)C=C(C1)OC(C)=O